ClC1=CC(=NC(=C1)OC)C(=O)N 4-chloro-6-methoxypyridineamide